7-bromo-4-((3-chloro-4-fluorophenyl)amino)-6-(piperidin-4-yloxy)quinoline-3-carbonitrile BrC1=C(C=C2C(=C(C=NC2=C1)C#N)NC1=CC(=C(C=C1)F)Cl)OC1CCNCC1